NC1=C(C=2C=C(C=3N(C2N1C1=C(C(=CC=C1C)O)C)N=CN3)C)C(=O)N 7-amino-8-(3-hydroxy-2,6-dimethylphenyl)-4-methyl-8H-pyrrolo[3,2-e][1,2,4]triazolo[1,5-a]pyridine-6-carboxamide